FC1=C(C=CC(=C1)OC)C1=NOC(=C1)NC1=NC(=NC=C1)N1C2CC(CC1C2)C 3-(2-fluoro-4-methoxyphenyl)-N-(2-(3-methyl-6-azabicyclo[3.1.1]heptan-6-yl)pyrimidin-4-yl)isoxazol-5-amine